CO[C@@H]1[C@H](CN(CC1)C)OC1=C2C(=NC=NC2=CC(=C1)C=1C=NN(C1)C)NC1=CC2=C(N=CS2)C=C1 N-(5-(((3S,4S)-4-methoxy-1-methylpiperidin-3-yl)oxy)-7-(1-methyl-1H-pyrazol-4-yl)quinazolin-4-yl)benzo[d]thiazol-6-amine